ethyl (1S,6S)-6-((tert-butoxycarbonyl)amino)-3-fluorocyclohex-2-ene-1-carboxylate C(C)(C)(C)OC(=O)N[C@H]1CCC(=C[C@@H]1C(=O)OCC)F